CC1=C(C(=O)N[C@H](C)C2=CC(=NC3=CC=CC=C23)C=2C=NN(C2)C)C=CC(=C1)C(=O)NCC=1N=CSC1C (R)-2-methyl-N1-(1-(2-(1-methyl-1H-pyrazol-4-yl)quinolin-4-yl)ethyl)-N4-((5-methylthiazol-4-yl)methyl)terephthalamide